BrC1=CC=C2C(=C(C(=NC2=C1)C)C(C(=O)OC)CCC#N)C methyl 2-(7-bromo-2,4-dimethylquinolin-3-yl)-4-cyanobutanoate